[3-[5-(4-Chloro-2-fluoro-phenoxy)pyrazin-2-yl]azetidin-1-yl]-morpholino-methanone ClC1=CC(=C(OC=2N=CC(=NC2)C2CN(C2)C(=O)N2CCOCC2)C=C1)F